FC(C1=C(C=CC(=C1)C(F)(F)F)C1=CC2=C(C3=C(NC(=C(C3=O)Cl)C)S2)C=C1)(F)F 7-(2,4-bis(trifluoromethyl)phenyl)-3-chloro-2-methylbenzo[4,5]thieno[2,3-b]pyridin-4(1H)-one